4-amino-N-(3-cyano-4-methyl-1H-indol-7-yl)benzenesulfonamide NC1=CC=C(C=C1)S(=O)(=O)NC=1C=CC(=C2C(=CNC12)C#N)C